C(CCCCCCCCCCCCCCC)(=O)OCC(O)COC(CCCCCCCCCCCCCCCCC)=O 1-palmitoyl-3-stearoylglycerol